1-Octanamine, hydrochloride Cl.C(CCCCCCC)N